NC\C=C(\CN1C=NC2=C1C=C(C=C2C=2C=NC=CC2)C#N)/F (Z)-1-(4-amino-2-fluorobut-2-en-1-yl)-4-(pyridin-3-yl)-1H-benzo[d]imidazol-6-carbonitrile